methyl (2E)-3-[2-(2,2,2-trifluoroethoxy)anilino]but-2-enoate FC(COC1=C(N/C(=C/C(=O)OC)/C)C=CC=C1)(F)F